C1(=CC=CC=C1)S(=O)(=O)OC=1C=C(C=CC1)NC(=O)NC1=CC(=CC=C1)OS(=O)(=O)C1=CC=C(C)C=C1 N-[3-(phenylsulfonyloxy)phenyl]-N'-[3-(p-toluenesulfonyloxy)phenyl]urea